FC=1C=CC(=C(C1)N1CN(C(C2=CC(=CC=C12)C(F)(F)F)=O)C=1C(=NC(=CC1)OC)C)C 1-(5-fluoro-2-methylphenyl)-3-(6-methoxy-2-methylpyridin-3-yl)-6-(trifluoromethyl)-2,3-dihydroquinazolin-4(1H)-one